FC(C[C@H](C)NC(O[C@H]1C[C@H](CC1)C=1C=NC(=NC1)N)=O)(F)F |&1:8,10| (1RS,3SR)-3-(2-aminopyrimidin-5-yl)cyclopentyl ((S)-4,4,4-trifluorobutan-2-yl)carbamate